Chloroperfluorohexylphosphonic acid ClOP(O)(=O)C(C(C(C(C(C(F)(F)F)(F)F)(F)F)(F)F)(F)F)(F)F